O=C(CC(C)=O)NC1=CC=C(C2=CC=CC=C12)S(=O)(=O)O 4-[(1,3-dioxobutyl)amino]naphthalene-1-sulfonic acid